2,2'-bipyridine-5-formaldehyde N1=C(C=CC(=C1)C=O)C1=NC=CC=C1